ClC1=C(C2=C(NC(O[C@]23CN(CC3)C3=CC(=CN=N3)C(=O)NCC=3C=NC(=CC3)N3CC(CC3)(F)F)=O)C=C1)F (S)-6-(6-Chloro-5-fluoro-2-oxo-1,2-dihydrospiro[benzo[d][1,3]oxazine-4,3'-pyrrolidin]-1'-yl)-N-((6-(3,3-difluoropyrrolidin-1-yl)pyridin-3-yl)methyl)pyridazine-4-carboxamide